OC(C(=O)[O-])C(C=CC1=CC=CC=C1)O 2,3-dihydroxy-5-phenylpent-4-enoate